C(C)(C)(C)OC(=O)N1CCC(CC1)C1=C(C(=CC=C1)C1=NNC(S1)=O)F 4-[2-fluoro-3-(2-oxo-3H-1,3,4-thiadiazol-5-yl)phenyl]piperidine-1-carboxylic acid tert-butyl ester